hydroxy-3,3-dimethyl-1,3-dihydrobenzo[c][1,2]oxaborole-6-sulfonamide OB1OC(C2=C1C=C(C=C2)S(=O)(=O)N)(C)C